BrC=1C=NC=C(C(=O)OC)C1 Methyl 5-bromonicotinate